FC1=CC=C(C=C1)NC(=O)[C@H]1N([C@@H]2CC[C@H]1C2)C2=NC(=CC(=C2)C(F)(F)F)C (1R,3S,4S)-N-(4-fluorophenyl)-2-(6-methyl-4-(trifluoromethyl)pyridin-2-yl)-2-azabicyclo[2.2.1]heptane-3-carboxamide